ClC1=CC(=C(C(=N1)C1=CC=C(C=C1)CNC(C1=C(C=CC(=C1)F)OC)=O)C#N)NNC(=O)OC(C)(C)C tert-butyl 2-(6-chloro-3-cyano-2-(4-((5-fluoro-2-methoxybenzamido)methyl)phenyl)pyridin-4-yl)hydrazine-1-carboxylate